ClC1=CC=2N3CCN(CC3(C(N(C2N=N1)C(=O)OC(C)(C)C)=O)COC)C(=O)OC(C)(C)C di-tert-butyl 4-chloro-10-(methoxymethyl)-9-oxo-1,5,6,8,12-pentazatricyclo[8.4.0.02,7]tetradeca-2(7),3,5-triene-8,12-dicarboxylate